C(C)(C)(C)C1(C(O)C(=CC=C1)C(C)(C)C)O 2,6-di-tert-butylcatechol